C([C@@H](C(=O)O)N)N The molecule is a 3-aminoalanine that has S configuration. It is a L-alanine derivative, a non-proteinogenic L-alpha-amino acid and a 3-aminoalanine. It is a conjugate base of a 3-ammonio-L-alanine(1+) and a 3-ammonio-L-alanine. It is a conjugate acid of a 3-amino-L-alaninate. It is an enantiomer of a 3-amino-D-alanine. It is a tautomer of a 3-amino-L-alanine zwitterion.